10,10'-(2',4',5'-tris(3-methyl-3H-imidazo[4,5-b]pyridin-2-yl)-[1,1':3',1''-terphenyl]-3,3''-diyl)bis(5-methyl-5,10-dihydrophenazine) CN1C(=NC=2C1=NC=CC2)C2=C(C=C(C(=C2C2=CC(=CC=C2)N2C1=CC=CC=C1N(C=1C=CC=CC21)C)C2=NC=1C(=NC=CC1)N2C)C2=NC=1C(=NC=CC1)N2C)C2=CC(=CC=C2)N2C1=CC=CC=C1N(C=1C=CC=CC21)C